CP(C1=C(C=CC=C1)S(=O)(=N)C)(C)=O Dimethyl-(2-(S-methylsulfonimidoyl)phenyl)phosphine oxide